COC1=CC2=C(C3=C(NC=4N(C3=O)N=C(C4N4CCCCC4)C4=CC=CC=C4)CCC2)C=C1 3-methoxy-10-phenyl-9-(piperidin-1-yl)-5,6,7,8-tetrahydro-13H-benzo[3,4]cyclohepta[1,2-d]pyrazolo[1,5-a]pyrimidin-13-one